copper ammonia chromium [Cr].N.[Cu]